N-(allyloxycarbonyl)-O-benzylthreonine C(C=C)OC(=O)N[C@@H]([C@H](OCC1=CC=CC=C1)C)C(=O)O